FC=1C=C2C(=CNC2=CC1)CC1CCN(CC1)CCOC1=C(C=C(C=C1)F)C1=CSC=C1 5-fluoro-3-((1-(2-(4-fluoro-2-(thiophene-3-yl)phenoxy)ethyl)piperidine-4-yl)methyl)-1H-indole